NC1=NC(N(C=C1)[C@@H]1O[C@@]([C@H](C1)O)(CO)C(C)F)=O 4-amino-1-((2R,4S,5R)-5-(1-fluoroethyl)-4-hydroxy-5-(hydroxymethyl)tetrahydrofuran-2-yl)pyrimidin-2(1H)-one